pent-4-en-1-amine hydrochloride Cl.C(CCC=C)N